C(C(=C)C)(=O)O.C(N)(OC(C)(C)C)=O tert-butyl carbamate methacrylate